rac-(3R,5S)-3-amino-5-(2-boronoethyl)piperidine-3-carboxylic acid dihydrochloride Cl.Cl.N[C@]1(CNC[C@H](C1)CCB(O)O)C(=O)O |r|